CS(=O)(=O)OCC1CCC(CC1)CN1CCC(CC1)C=1C=NC(=CC1)NC=1N=CC2=C(N1)N(C(C(=C2)C(F)F)=O)C2CCCC2 ((1r,4r)-4-((4-(6-((8-cyclopentyl-6-(difluoromethyl)-7-oxo-7,8-dihydropyrido[2,3-d]pyrimidin-2-yl)amino)pyridin-3-yl)piperidin-1-yl)methyl)cyclohexyl)methyl methanesulfonate